(2S)-2,6-bis[(tert-butoxycarbonyl)amino]hexanoic acid C(C)(C)(C)OC(=O)N[C@H](C(=O)O)CCCCNC(=O)OC(C)(C)C